ClC=1C(=C(C=CC1)CNC(CNCCC(C)C)=O)F N-(3-chloro-2-fluorophenylmethyl)-2-(isoamylamino)acetamide